3-(1-hydroxyvinyl)-1-methylindol-2-one OC(=C)C1C(N(C2=CC=CC=C12)C)=O